tetramethylolmethane tris(β-aziridinyl propionate) N1(CC1)CCC(=O)O.N1(CC1)CCC(=O)O.N1(CC1)CCC(=O)O.C(O)C(CO)(CO)CO